COC(=O)C1(N([C@@H](CC1=O)C)C(=O)OCC1=CC=CC=C1)C 2-methyl-(5R)-5-methyl-3-oxopyrrolidine-1,2-dicarboxylic acid 1-benzyl ester 2-methyl ester